C(C)NCCC[Si](OC)(OC)OC Ethylaminopropyltrimethoxysilan